O=C1C(NC=2C(=N1)N=CC2)=O diketopyrrolopyrazine